N-methyl-1-trityl-aziridine-2-carboxamide methyl-2-[2-[2-(tert-butoxycarbonylamino)ethoxy]ethyl-(2,2,2-trifluoroacetyl)amino]-5-methyl-benzoate COC(C1=C(C=CC(=C1)C)N(C(C(F)(F)F)=O)CCOCCNC(=O)OC(C)(C)C)=O.CNC(=O)C1N(C1)C(C1=CC=CC=C1)(C1=CC=CC=C1)C1=CC=CC=C1